NC=1C(=C(C(=NC1)OC)C1=CC=CC=C1)NCC1=C(C=C(C=C1F)S(=O)(=O)N)F 4-(((5-amino-2-methoxy-3-phenylpyridin-4-yl)amino)methyl)-3,5-difluorobenzenesulfonamide